2,4-dimethyl-1-cyclohexyl methacrylate C(C(=C)C)(=O)OC1C(CC(CC1)C)C